2-methylimidazo[1,2-b]pyridazine-2-carboxylic acid CC1(N=C2N(N=CC=C2)C1)C(=O)O